C(#N)C=1N=C(N(C1)COCC[Si](C)(C)C)C=1N=CN2C1C=CC(=C2)C=2C(=C(C=CC2F)NS(=O)(=O)C=2C(=NC=C(C2)F)C)F N-[3-[1-(4-cyano-1-[[2-(trimethylsilyl)ethoxy]methyl]imidazol-2-yl)imidazo[1,5-a]pyridin-6-yl]-2,4-difluorophenyl]-5-fluoro-2-methylpyridine-3-sulfonamide